[Fe].[Si].C(C)(C)(C)OCCO 2-(tert-butoxy)ethan-1-ol silicon-Iron